ClC1=C(C=CC(=C1)C(F)F)S(=O)(=O)N1C[C@@H]([C@@](C1)(CO)O)S(=O)(=O)C1=CC=C(C#N)C=C1 4-(((3S,4R)-1-((2-chloro-4-(difluoromethyl)phenyl)sulfonyl)-4-hydroxy-4-(hydroxymethyl)pyrrolidin-3-yl)sulfonyl)benzonitrile